O=[Al-]=O.[Na+] sodium aluminate